1,6-diamino-alpha-hexanecarboxylic acid NC(CCCCCN)C(=O)O